BrC1=CC(=C(C(=C1)C)NC(=O)C=1N(N=C(C1)OCC(F)(F)F)C1CC1)C(N)=O N-(4-bromo-2-carbamoyl-6-methyl-phenyl)-2-cyclopropyl-5-(2,2,2-trifluoroethoxy)pyrazole-3-carboxamide